[Mn+3].C(COCCOCCO)O.[K+] potassium triethylene glycol manganese (III)